C(C)(C)P(C(C)C)C(C)C tris-isopropylphosphine